CO[Si]1(N(CCC1)CCCC[Si](OC)(C)C)C 2-methoxy-2-methyl-1-(4-dimethylmethoxysilylbutyl)-1-aza-2-silacyclopentane